tert-butyl 2-(((2-(6-chloro-1-(tetrahydro-2H-pyran-2-yl)-1H-indazol-5-yl)ethoxy)carbonyl)oxy)-5-oxa-8-azaspiro[3.5]nonane-8-carboxylate ClC1=C(C=C2C=NN(C2=C1)C1OCCCC1)CCOC(=O)OC1CC2(C1)OCCN(C2)C(=O)OC(C)(C)C